C(C)OC1=CC=C(C=N1)C1=CN=CC(=N1)C(=O)N/N=C/C1=CC=NN1C (E)-6-(6-ethoxypyridin-3-yl)-N'-((1-methyl-1H-pyrazol-5-yl)methylene)pyrazine-2-carbohydrazide